N,N'-(5-amino-3-iminopyridine-2,6(1H,3H)-diylidene)bis[2-(propan-2-yloxy)pyrazolo[1,5-a]pyridin-3-amine] NC1=CC(C(NC1=NC=1C(=NN2C1C=CC=C2)OC(C)C)=NC=2C(=NN1C2C=CC=C1)OC(C)C)=N